C(C1=CC=CC=C1)OC=1C=C(C=CC1OCC1=CC=CC=C1)C(C(=O)OCC1=CC=CC=C1)(C=O)N(CC1=CC=CC=C1)CC1=CC=CC=C1 benzyl (3,4-bis(benzyloxy) phenyl)-2-dibenzylamino-3-oxopropanoate